C(C)N(CC)[Sn](N(CC)CC)(N(CC)CC)N(CC)CC Tetrakisdiethylaminotin